Cl.FC=1C=C(C=CC1N1CCNCC1)NC1C(NC(CC1)=O)=O 3-((3-fluoro-4-(piperazin-1-yl)phenyl)amino)piperidine-2,6-dione hydrochloride salt